[C@H]12OC[C@H](N(C1)C1=CC=CC=3N(C=NC31)C(=O)NCCC(C)C)C2 4-((1R,4R)-2-Oxa-5-azabicyclo[2.2.1]heptan-5-yl)-N-iso-pentyl-1H-benzo[d]imidazole-1-carboxamide